NC=1N(C2=C(N1)C(=CC=C2C#N)N2N(C(CC2)=O)C)C 2-amino-3-methyl-7-(2-methyl-3-oxo-pyrazolidin-1-yl)benzimidazole-4-carbonitrile